6-chloro-3-[hydroxy-(3-methoxyisoxazol-5-yl)methylene]-5-(4-pyrrolidin-3-ylphenyl)indolin-2-one hydrochloride Cl.ClC1=C(C=C2C(C(NC2=C1)=O)=C(C1=CC(=NO1)OC)O)C1=CC=C(C=C1)C1CNCC1